FC1(CCC(CC1)OCC1=CC=C(C(=O)NC2=CC(=C(C=C2)O)S(=O)(=O)C)C=C1)F 4-(((4,4-difluorocyclohexyl)oxy)methyl)-N-(4-hydroxy-3-(methylsulfonyl)phenyl)benzamide